ClC1=C(C(=NC=C1)OC)N1CCC(CC1)NC(C)C=1C(=NN(C1)C)NCC1=C(C=CC=C1)C(F)(F)F (4'-Chloro-2'-methoxy-3,4,5,6-tetrahydro-2H-[1,3']bipyridinyl-4-yl)-{1-[1-methyl-3-(2-trifluoromethyl-benzylamino)-1H-pyrazol-4-yl]-ethyl}-amine